boron hydride ammonium salt [NH4+].B